OC(CNC1=C(C=CC=C1)OC)C1=NNC(N1)=S 3-[1-hydroxy-2-(2-methoxyphenylamino)ethyl]-1H-1,2,4-triazole-5(4H)-thione